4-[(2R)-3-(3,4-dihydro-1H-isoquinolin-2-yl)-2-hydroxy-propyl]-8-[(6-oxo-3-piperidinyl)oxy]-2,3-dihydro-1,4-benzoxazepin-5-one C1N(CCC2=CC=CC=C12)C[C@H](CN1CCOC2=C(C1=O)C=CC(=C2)OC2CNC(CC2)=O)O